C(CC(O)(C(=O)O)CC(=O)O)(=O)O.[K].[K] dipotassium citric acid